(E)-3-Cyano-N-(1-(2-(2,6-dimethylpyridin-4-yl)vinyl)-1H-indazol-6-yl)-2-isopropylbenzamide C(#N)C=1C(=C(C(=O)NC2=CC=C3C=NN(C3=C2)\C=C\C2=CC(=NC(=C2)C)C)C=CC1)C(C)C